CN1N=C(C=C1)C1=NN=C(O1)C(=O)N1[C@@H](C2=C(CC1)NC=N2)C2=NN1C(C(=CC=C1)C(F)(F)F)=C2 (S)-(5-(1-methyl-1H-pyrazol-3-yl)-1,3,4-oxadiazol-2-yl)(4-(4-(trifluoromethyl)pyrazolo[1,5-a]pyridin-2-yl)-6,7-dihydro-1H-imidazo[4,5-c]pyridin-5(4H)-yl)methanone